Copper-molybdenum-magnesium [Mg].[Mo].[Cu]